(R)-(3-(2-amino-1-(4-(3,5-dimethylisoxazol-4-yl)phenyl)ethyl)-1,2,3-oxadiazol-3-ium-5-yl)((3-(trifluoromethyl)phenyl)carbamoyl)amide formate C(=O)O.NC[C@@H](C1=CC=C(C=C1)C=1C(=NOC1C)C)[N+]1=NOC(=C1)[N-]C(NC1=CC(=CC=C1)C(F)(F)F)=O